FC(C=1N=CN(C1)C1=CCC2C3CC=C4C[C@H](CC[C@@]4(C3CC[C@]12C)C)NC(=O)N1CC=NC=C1)(F)F N-((3S,10R,13S)-17-(4-(trifluoromethyl)-1H-imidazol-1-yl)-10,13-dimethyl-2,3,4,7,8,9,10,11,12,13,14,15-dodecahydro-1H-cyclopenta[a]phenanthren-3-yl)pyrazine-4-carboxamide